(2S)-2-(benzyloxycarbonylamino)-4-(tert-butoxycarbonylamino)-4-methyl-pentanoic acid methyl ester COC([C@H](CC(C)(C)NC(=O)OC(C)(C)C)NC(=O)OCC1=CC=CC=C1)=O